FC(CC[C@@H](C(=O)O)NC([C@H]([C@H](CC)C)NC(=O)C1=NC=CN=C1)=O)(F)F (S)-5,5,5-trifluoro-2-[(2S,3S)-3-methyl-2-[(pyrazin-2-yl)formamido]pentanamido]pentanoic acid